(2s,4s)-2-(4-(benzo[d]thiazol-2-yl)piperidine-1-carbonyl)-7-oxa-5-azaspiro[3.4]octan-6-one S1C(=NC2=C1C=CC=C2)C2CCN(CC2)C(=O)C2CC1(C2)NC(OC1)=O